CC(CCC=1[C@@H](CCC1)OCCCC=O)C |r| (±)-4-{[2-(3-methylbutyl)-2-cyclopenten-1-yl]oxy}butanal